2-(4-methylthiophenylamino)-1,4-naphthoquinone CSC1=CC=C(C=C1)NC=1C(C2=CC=CC=C2C(C1)=O)=O